7-[7-fluoro-3-(methoxymethoxy)-8-[2-(triisopropylsilyl)ethynyl]naphthalen-1-yl]-8-methyl-4-[(2R)-2-methylazetidin-1-yl]-2-(methylsulfanyl)pyrano[4,3-d]pyrimidin-5-one FC1=CC=C2C=C(C=C(C2=C1C#C[Si](C(C)C)(C(C)C)C(C)C)C1=C(C=2N=C(N=C(C2C(O1)=O)N1[C@@H](CC1)C)SC)C)OCOC